CN1C(=CC=2N=NC(=CC21)C2=C(C=CC=C2)O)N2CCNCC2 2-(5-methyl-6-(piperazin-1-yl)-5H-pyrrolo[3,2-c]pyridazin-3-yl)phenol